2,4,6-trimethyl-N-4-pyridinylbenzamide CC1=C(C(=O)NC2=CC=NC=C2)C(=CC(=C1)C)C